FC1=C(C=C(C(=C1)B1OC(C(O1)(C)C)(C)C)F)N1CCC(=CC1)C1=C(C=C(C=C1)NC1C(NC(CC1)=O)=O)F 3-((4-(1-(2,5-Difluoro-4-(4,4,5,5-tetramethyl-1,3,2-dioxaborolan-2-yl)phenyl)-1,2,3,6-tetrahydropyridin-4-yl)-3-fluorophenyl)amino)piperidine-2,6-dione